(4-fluorooxan-4-yl)methanol FC1(CCOCC1)CO